[Na].C(CCCCCCCCCCC\C=C/CCCCCCCC)N(C)CC(=O)O N-erucyl-sarcosine sodium